8-((2-chloropyrimidin-5-yl)methyl)-3-(3-fluorophenyl)pyrido[2,3-d]pyrimidine-2,4(3H,8H)-dione ClC1=NC=C(C=N1)CN1C=CC=C2C1=NC(N(C2=O)C2=CC(=CC=C2)F)=O